C(C)(C)(C)[Si](OCCC(C(=O)O)CC(F)(F)F)(C)C 2-[2-(tert-Butyl-dimethyl-silanyloxy)-ethyl]-4,4,4-trifluoro-butyric acid